C(C)(C)(C)OC(=O)N(CCCN1CCN(CC1)C(=O)OCC1=CC=CC=C1)[C@H]1CCCC=2C=CC=NC12 Benzyl 4-[3-[tert-butoxycarbonyl-[(8S)-5,6,7,8-tetrahydroquinolin-8-yl]amino]propyl]piperazine-1-carboxylate